2-(((1-(2-aminoethyl)piperidin-4-yl)thio)methyl)-8-methylquinazolin NCCN1CCC(CC1)SCC1=NC2=C(C=CC=C2C=N1)C